7α,12α-dihydroxycholest-4-en-3-one O[C@H]1[C@H]2[C@@H]3CC[C@H]([C@@H](CCCC(C)C)C)[C@]3([C@H](C[C@@H]2[C@]2(CCC(C=C2C1)=O)C)O)C